sodium manganese zinc iron [Fe].[Zn].[Mn].[Na]